C(C)(C)(C)OC(=O)N1C(C2=CC=C(C=C2CC1)C(C(=O)O)C)C (2-(tert-butoxycarbonyl)-1-methyl-1,2,3,4-tetrahydroisoquinolin-6-yl)propanoic acid